NC\C=C(\CN1N=NC2=C1C=C(C=C2C2=CC(=CC=C2)S(N(C)C)(=O)=O)C(=O)N(C)OC)/F (Z)-1-(4-amino-2-fluorobut-2-en-1-yl)-4-(3-(N,N-dimethylsulfamoyl)phenyl)-N-methoxy-N-methyl-1H-benzo[d][1,2,3]triazole-6-carboxamide